FC1=C(C(=C(C(=C1OB([O-])[O-])F)F)F)F (pentafluoro-phenyl)borat